[K].C=1(C(=CC=CC1)C=1C(=CC=CC1)O)O biphenol potassium